5-(2-acetamido-6,8-dioxo-7-(prop-2-yn-1-yl)-1,6,7,8-tetrahydro-9H-purin-9-yl)-4-acetoxytetrahydrofuran-2-carboxylate C(C)(=O)NC=1NC(C=2N(C(N(C2N1)C1C(CC(O1)C(=O)[O-])OC(C)=O)=O)CC#C)=O